ethyl 6-methoxy-1-[(4-methoxyphenyl)methyl]-7-(1-methylpyrazol-3-yl)benzofuro[3,2-c]pyrazole-3-carboxylate COC1=CC2=C(C=C1C1=NN(C=C1)C)C=1N(N=C(C1O2)C(=O)OCC)CC2=CC=C(C=C2)OC